6-(2-fluorobenzylamino)-9-β-D-arabinofuranosylpurine FC1=C(CNC2=C3N=CN(C3=NC=N2)[C@H]2[C@@H](O)[C@H](O)[C@H](O2)CO)C=CC=C1